FC1=C(C(=CC=C1)F)C(=O)N1C[C@@]2(CC1)C=C(C(C(C2)(C)C)=O)C#N (5S)-2-(2,6-difluorobenzene-1-carbonyl)-9,9-dimethyl-8-oxo-2-azaspiro[4.5]dec-6-ene-7-carbonitrile